ON1C(C2C(C=CC(C2C1=O)C1=CC=CC=C1)C1=CC=CC=C1)=O 3a,4,7,7a-tetrahydro-2-hydroxy-4,7-diphenyl-1H-isoindole-1,3(2H)-dione